N-benzyl-4,4',5-trihydroxy-[1,1'-biphenyl]-2-sulfonamide C(C1=CC=CC=C1)NS(=O)(=O)C=1C(=CC(=C(C1)O)O)C1=CC=C(C=C1)O